FC1(CCCC1)C#CC1=NC(=NC(=N1)N[C@@H](C(F)(F)F)C)N[C@@H](C(F)(F)F)C 6-((1-Fluorocyclopentyl)ethynyl)-N2,N4-bis((R)-1,1,1-trifluoropropan-2-yl)-1,3,5-triazine-2,4-diamine